NC1=C2C([C@]3([C@](OC4=C3C=CC(=C4)C4CC4)(C2=CC=C1)O)NC(C)=O)=O N-((4bR,9bR)-1-amino-7-cyclopropyl-4b-hydroxy-10-oxo-4b,10-dihydro-9bH-indeno[1,2-b]benzofuran-9b-yl)acetamide